8-(5-(dimethoxymethyl)-2-(methylthio)pyrimidin-4-yl)-1,4-dioxaspiro[4.5]Decane-8-carboxylic acid methyl ester COC(=O)C1(CCC2(OCCO2)CC1)C1=NC(=NC=C1C(OC)OC)SC